C1=C(C=CC2=CC=CC=C12)C(=O)CC1=C2N=CN(C2=NC=N1)[C@H]1[C@H](OC(C)=O)[C@H](OC(C)=O)[C@H](O1)COC(C)=O 6-(2-naphthoylmethyl)-9-(2',3',5'-tri-O-acetyl-beta-D-ribofuranosyl)purine